C(C)(C)(C)NC(=O)C1=NC=CC(=C1)NC(CC1=C(C=CC=C1)C(F)(F)F)=O N-tert-butyl-4-[[2-[2-(trifluoromethyl)phenyl]acetyl]amino]pyridine-2-carboxamide